ClC1=CC=C(S1)C\N=C\C(O)C1=C(C=CC=C1)C (e)-2-(((5-chlorothiophen-2-yl)methyl)imino)-1-(o-tolyl)ethan-1-ol